ClC#CC(F)F 1-chloro-3,3-difluoro-1-propyne